sodium trifluoromethanesulfonate FC(S(=O)(=O)[O-])(F)F.[Na+]